(E)-4-(2-(4,4-difluorocyclohexyl)vinyl)-5-methoxy-N-(3-(2-(methylamino)-2-oxoethyl)benzyl)pyridinecarboxamide FC1(CCC(CC1)/C=C/C1=CC(=NC=C1OC)C(=O)NCC1=CC(=CC=C1)CC(=O)NC)F